(2-(benzo[d][1,3]dioxol-5-yl)butyrylamino)-5-carbamoyl-4-methylthiophene-3-carboxylic acid methyl ester COC(=O)C1=C(SC(=C1C)C(N)=O)NC(C(CC)C1=CC2=C(OCO2)C=C1)=O